4-(2-aminoethoxy)-1-chloro-2-fluorobenzene NCCOC1=CC(=C(C=C1)Cl)F